(S)-1-(benzo[d]oxazol-2-yl)-7'-(3,5-difluorophenyl)dihydro-1'H,3'H,5'H-spiro[piperidine-4,2'-pyrazolo[1,2-a]pyrazol]-1'-one O1C(=NC2=C1C=CC=C2)N2CCC1(CN3N([C@@H](CC3)C3=CC(=CC(=C3)F)F)C1=O)CC2